OC=1C=C(C=C(C1Br)O)C(CCCCCCCCC)=O 1-(3,5-dihydroxy-4-bromophenyl)-1-decanone